NC1=NC=C(C=N1)C=1C=CC=2N(N1)C(=CN2)C#CC 6-(2-Aminopyrimidin-5-yl)-3-(prop-1-yn-1-yl)imidazo[1,2-b]pyridazine